(2S)-2-(2,5-difluorophenyl)-4-(ethylamino)piperidine-1-carboxylic acid tert-butyl ester C(C)(C)(C)OC(=O)N1[C@@H](CC(CC1)NCC)C1=C(C=CC(=C1)F)F